ClC=1C=C2C(=NC(N3C2=C(C1C1=C(C=C(C=C1)F)F)SCC3)=O)N3C[C@H](N(CC3)C(=O)OC(C)(C)C)C tert-butyl (2R)-4-(9-chloro-10-(2,4-difluorophenyl)-5-oxo-2,3-dihydro-5H-[1,4]thiazino[2,3,4-ij]quinazolin-7-yl)-2-methylpiperazine-1-carboxylate